OC1CNCCC1C 3-hydroxy-4-methyl-piperidine